[Pt+2].I[C@]1([C@](CCCC1)(N)I)N cis-diiodo-trans-(-)-1,2-cyclohexanediamine platinum (II)